1,3,5-triazin-2-amine mesylate S(C)(=O)(=O)O.N1=C(N=CN=C1)N